ClC=1C=C(C=CC1)[C@@H](CO)NC(=O)C=1C=NN(C1)C1=NC(=NC=C1C)NC1CC1 (S)-N-(1-(3-chlorophenyl)-2-hydroxyethyl)-1-(2-(cyclopropylamino)-5-methylpyrimidin-4-yl)-1H-pyrazole-4-amide